COC=1C=C(C=NC1)C(C(=O)OC)=C methyl 2-(5-methoxypyridin-3-yl)prop-2-enoate